4-BROMO-2-(TRIFLUORoMETHYL)PHENYLISOCYANIDE BrC1=CC(=C(C=C1)[N+]#[C-])C(F)(F)F